C(#N)C1=C(S(C2=C1CNCC2)C)NC(CC2=CC(=C(C=C2)S(N)(=O)=O)OCCOC)=O N-(3-cyano-1-methyl-4,5,6,7-tetrahydrothieno[3,2-c]pyridin-2-yl)-2-(3-(2-methoxyethoxy)-4-sulfamoylphenyl)acetamide